ClC=1C(=CC(=C(C(=O)N[C@@H](C(=O)OC)C2CCCCC2)C1)F)OCC1CCCC1 (R)-methyl 2-(5-chloro-4-(cyclopentylmethoxy)-2-fluorobenzamido)-2-cyclohexylacetate